C1(CC1)NC1=C(C=CC(=C1)OC)C N-cyclopropyl-5-methoxy-2-methylaniline